monoglyceryl monostearate C(CCCCCCCCCCCCCCCCC)(=O)OCC(O)CO